COC=1C=CC(=C2N=CC(=NC12)NC(=O)C=1C=NN(C1)CCOC)C1CCOCC1 N-[8-methoxy-5-(Oxan-4-yl)quinoxalin-2-yl]-1-(2-methoxyethyl)-1H-pyrazole-4-carboxamide